2,2,3,3,4,4,5,5-octafluoro-1,6-hexanediyl diacrylate C(C=C)(=O)OCC(C(C(C(COC(C=C)=O)(F)F)(F)F)(F)F)(F)F